CN1S(NCCC1)(=O)=O 2-methyl-1,1-dioxo-1,2,6-thiadiazinane